2-(((2R,3R,4S,5R)-5-(6-amino-2-chloro-9H-purin-9-yl)-4-fluoro-3-hydroxytetrahydrofuran-2-yl)methoxy)succinic acid NC1=C2N=CN(C2=NC(=N1)Cl)[C@H]1[C@H]([C@@H]([C@H](O1)COC(C(=O)O)CC(=O)O)O)F